4-(5-((Carboxymethyl)carbamoyl)-2-(3,4-dichloro-5-methyl-1H-pyrrole-2-carboxamido)phenyl)piperazin-1-ium chloride [Cl-].C(=O)(O)CNC(=O)C=1C=CC(=C(C1)N1CC[NH2+]CC1)NC(=O)C=1NC(=C(C1Cl)Cl)C